N=1N2C(=CC(C1)=O)C(N1C(C2)CCCC1)=O 7,8,9,10,10a,11-hexahydropyrido[1',2':4,5]pyrazino[1,2-b]pyridazine-3,5-dione